tert-Butyl (3S)-3-methyl-6-[2-[1-methyl-2-pyrrolidin-1-yl-ethyl]-1,3-benzothiazol-5-yl]-3,4-dihydro-2H-pyridine-1-carboxylate C[C@@H]1CN(C(=CC1)C=1C=CC2=C(N=C(S2)C(CN2CCCC2)C)C1)C(=O)OC(C)(C)C